ClC1=CN(C=2N=NC(=CC21)C(=O)O)CC 5-chloro-7-ethyl-7H-pyrrolo[2,3-C]pyridazine-3-carboxylic acid